BrC=1C=C(C=2N(C1)C(=NC2)C=2SC(=NN2)C(F)F)F 2-(6-bromo-8-fluoroimidazo[1,5-a]pyridin-3-yl)-5-(difluoromethyl)-1,3,4-thiadiazole